1-(4-aminophenyl)oxy-2,4-pentanedione calcium [Ca].NC1=CC=C(C=C1)OCC(CC(C)=O)=O